C1(=CC=CC=C1)P(=O)(C1=CC=CC=C1)C1=CC2=C(OC3=C2C=C(C=C3)P(=O)(C3=CC=CC=C3)C3=CC=CC=C3)C=C1 2,8-bis(diphenylphosphoryl)dibenzo[B,D]Furan